CC1=CC=CC(=N1)NC(=O)C12CC3(CC(CC(C1)C3)C2)NC(C2=CC(=CC=C2)Cl)=O 3-(3-Chloro-benzoylamino)-adamantane-1-carboxylic acid (6-methyl-pyridin-2-yl)-amide